Methyl 3-(5-(3-cyano-4-fluorophenoxy)-1H-indol-4-yl)-2,2-dimethylpropanoate C(#N)C=1C=C(OC=2C(=C3C=CNC3=CC2)CC(C(=O)OC)(C)C)C=CC1F